8-(4-Benzylpiperidine-1-carbonyl)-10,11a-dihydro-4aH-dibenzo[b,e][1,4]diazepin-11(5H)-one C(C1=CC=CC=C1)C1CCN(CC1)C(=O)C=1C=CC2=C(NC(C3C(N2)C=CC=C3)=O)C1